OC1CN(C1)C(=O)C1=C(C=C(C=C1)B1OC(C(O1)(C)C)(C)C)C (3-hydroxyazetidine-1-yl)(2-methyl-4-(4,4,5,5-tetramethyl-1,3,2-dioxaborolan-2-yl)phenyl)methanone